C(C)(C)(C)N(C(O)=O)C=1N=C(C=2N(C1)C=CC2)C2=CC=C(C=C2)C2(CC2)C(F)(F)F.OC=2C=C(C=CC2OC)CCN 3-hydroxy-4-methoxybenzeneethanamine tert-butyl-(1-(4-(1-(trifluoromethyl)cyclopropyl)phenyl)pyrrolo[1,2-a]pyrazin-3-yl)carbamate